C1OC2=C(C=C(C=C2)C(C)O)O1 (1,2-methylenedioxybenzene-4-yl)ethanol